N-(4-(ethylsulfonyl)benzyl)-6-((2S)-2-((2-fluoroethoxy)methyl)-4-(4-(trifluoromethyl)phenyl)pyrrolidin-1-yl)nicotinamide C(C)S(=O)(=O)C1=CC=C(CNC(C2=CN=C(C=C2)N2[C@@H](CC(C2)C2=CC=C(C=C2)C(F)(F)F)COCCF)=O)C=C1